1,3-Dioxo-2-[3-(3-oxo-3-phenylprop-1-enyl)phenyl]isoindole-5-carboxylic acid O=C1N(C(C2=CC(=CC=C12)C(=O)O)=O)C1=CC(=CC=C1)C=CC(C1=CC=CC=C1)=O